ClC=1N=C(C2=C(N1)N(C=C2C2CC2)COCC[Si](C)(C)C)N[C@@H]2CC[C@@H](N(C2)C(=O)OCC2=CC=CC=C2)C (2S,5R)-benzyl 5-((2-chloro-5-cyclopropyl-7-((2-(trimethylsilyl) ethoxy) methyl)-7H-pyrrolo[2,3-d]pyrimidin-4-yl) amino)-2-methylpiperidine-1-carboxylate